COC1=CC=C(OC2=CC=C(C(=O)O)C=C2)C=C1 4-(4-methoxy-phenoxy)-benzoic acid